5-{4-[4-(3,5-dimethylpyridin-2-yl)piperazine-1-carbonyl]-5-fluoro-2-hydroxyphenyl}-5-isopropylimidazolidine-2,4-dione CC=1C(=NC=C(C1)C)N1CCN(CC1)C(=O)C1=CC(=C(C=C1F)C1(C(NC(N1)=O)=O)C(C)C)O